1-(4-(5-bromo-2-methylpyridin-3-yl)phenyl)pyrrolidin-2-one BrC=1C=C(C(=NC1)C)C1=CC=C(C=C1)N1C(CCC1)=O